tert-Butyl ((S)-4-((1,1,1,3,3,3-hexafluoropropan-2-yl)oxy)-3-oxo-1-((S)-2-oxopyrrolidin-3-yl)butan-2-yl)carbamate FC(C(C(F)(F)F)OCC([C@H](C[C@H]1C(NCC1)=O)NC(OC(C)(C)C)=O)=O)(F)F